FC=1C(=CC=2C3=C(N=C(C2C1)NC)COC[C@@H]3N(C(=O)C=3NC1=CC(=C(C=C1C3)F)F)C)F |r| Racemic-N-(8,9-difluoro-6-(methylamino)-1,4-dihydro-2H-pyrano[3,4-c]isoquinolin-1-yl)-5,6-difluoro-N-methyl-1H-indole-2-carboxamide